C(C)OC(C(O)C1=C2C=C(N=CC2=CC=C1F)N(C(=O)OC(C)(C)C)C(=O)OC(C)(C)C)=O 2-(3-(bis(t-butoxycarbonyl)amino)-6-fluoroisoquinolin-5-yl)-2-hydroxyacetic acid ethyl ester